NC=1N=NC(=CC1N1CC2CCC(C1)N2C2=CC(=NC=C2)C#CCN2CCC(CCC2)O)C2=C(C=CC=C2)O 1-[3-[4-[3-[3-amino-6-(2-hydroxyphenyl)pyridazin-4-yl]-3,8-diazabicyclo[3.2.1]oct-8-yl]-2-pyridinyl]prop-2-ynyl]azepan-4-ol